tripropylene glycol dimethyl ether COC(C)COC(C)COC(C)COC